COC1=C(C=C(C=C1)N=C=S)C(N1CCN(C(CN(CCN(CC1)C(=O)O)C(=O)O)C)C(=O)O)C(=O)O 1-[(2-methoxy-5-isothiocyanatophenyl)-carboxymethyl]-4,7,10-tricarboxy-5-methyl-1,4,7,10-tetraazacyclododecane